C(C)OS(=O)(=O)[O-].C(C)[N+](CCCCCCCCCCCCCCCCCC)(CCCCCCCCCCCCCCCCCC)CCCCCCCCCCCCCCCCCC ethyltrioctadecylammonium ethyl-sulfate